C(C)C1N(C(C2=CC(=C(C=C12)OC)OC)=O)C1=CC(=NC=C1)C1=NC=CC=N1 3-ethyl-5,6-dimethoxy-2-(2-(pyrimidin-2-yl)pyridin-4-yl)isoindolin-1-one